OC(C)C1=C(C=CC=C1O)O 6-(1-hydroxyethyl)benzene-1,5-diol